C(C=C)(=O)N1C[C@@H](CC1)N1C(N(C=2C=NC=CC21)C2=CC(=C(C=C2)OCC2=CC(=CC(=C2)F)F)Cl)=O (R)-1-(1-acryloylpyrrolidin-3-yl)-3-(3-chloro-4-((3,5-difluorobenzyl)oxy)phenyl)-1H-imidazo[4,5-c]pyridin-2(3H)-one